ClC1=CC(=C(C=N1)C=1N=CC(=NC1)C(C)(C)O)NC1CCC(CC1)CO 2-(5-(6-Chloro-4-(((1s,4s)-4-(hydroxymethyl)cyclohexyl)amino)pyridin-3-yl)pyrazin-2-yl)propan-2-ol